4-amino-6-((1-(8-chloro-4-oxo-2-phenyl-1,4-dihydroquinolin-3-yl)ethyl)amino)pyrimidine NC1=NC=NC(=C1)NC(C)C1=C(NC2=C(C=CC=C2C1=O)Cl)C1=CC=CC=C1